3-(3-Chloro-4-fluorophenyl)-1-methyl-1-((1-((1-methyl-1H-1,2,4-triazol-3-yl)methoxy)isoquinolin-4-yl)methyl)urea ClC=1C=C(C=CC1F)NC(N(CC1=CN=C(C2=CC=CC=C12)OCC1=NN(C=N1)C)C)=O